6-chloro-1-(2-methoxybenzyl)-7-(naphthalen-1-ylmethyl)-5-oxo-8-(3-(trifluoromethyl)phenyl)-1,2,3,5-tetrahydroimidazo[1,2-a]pyridine-3-carboxylic acid ClC1=C(C(=C2N(C1=O)C(CN2CC2=C(C=CC=C2)OC)C(=O)O)C2=CC(=CC=C2)C(F)(F)F)CC2=CC=CC1=CC=CC=C21